8-chloro-1-(4,4-difluoro-1-methylpyrrolidin-3-yl)-2-[(4-methyl-1H-1,2,3-triazol-1-yl)methyl]-1H-imidazo[4,5-c]quinoline, trifluoroacetate salt FC(C(=O)O)(F)F.ClC1=CC=2C3=C(C=NC2C=C1)N=C(N3C3CN(CC3(F)F)C)CN3N=NC(=C3)C